C(#N)C1=C(C=C(C=N1)N1C(N(C(C1=O)(C)C)C(C(=O)OCC)C)=S)SC ethyl 2-(3-(6-cyano-5-(methylthio)pyridin-3-yl)-5,5-dimethyl-4-oxo-2-thioxoimidazolidin-1-yl)propanoate